5-[3-[(1,1-dimethylethyl)amino]-2-hydroxypropoxy]-3,4-dihydro-2(1H)-quinolone CC(C)(C)NCC(COC1=C2CCC(NC2=CC=C1)=O)O